FC=1C=C(C=C(C1)NC1=NC(=NC=C1C1=CC=C(C=C1)CC(F)(F)F)NC=1C=NN(C1)C)NC(C=C)=O N-(3-fluoro-5-((2-((1-methyl-1H-pyrazol-4-yl)amino)-5-(4-(2,2,2-trifluoroethyl)phenyl)pyrimidin-4-yl)amino)phenyl)acrylamide